C(C1=CC=CC=C1)NCCNCC1=CC=CC=C1 N,N'-di-benzylethylenediamine